CC1=C(C(=O)P(C(C2=C(C=C(C=C2C)C)C)=O)=O)C(=CC(=C1)C)C bis-(2,4,6-trimethylbenzoyl)phosphine oxide